[(3R,5S)-5-[4-[4-[[3-(2,3-difluoro-4-methoxy-phenyl)imidazo[1,2-a]pyrazin-8-yl]amino]-2-methyl-benzoyl]piperazine-1-carbonyl]pyrrolidin-3-yl] pyrrolidine-2-carboxylate formate C(=O)O.N1C(CCC1)C(=O)O[C@H]1CN[C@@H](C1)C(=O)N1CCN(CC1)C(C1=C(C=C(C=C1)NC=1C=2N(C=CN1)C(=CN2)C2=C(C(=C(C=C2)OC)F)F)C)=O